ClC1=C(C=C(C=C1)C1=CC(=CC=C1)COC=1C=C2CN(C(C2=CC1)=O)C1CCCC1)C(=O)[O-].[Na+].C(C)N1C(NC=C([C@H]2[C@H](O)[C@H](O)[C@@H](CO)O2)C1=O)=O N'-ethyl-pseudouridine sodium 4-chloro-3'-(((2-cyclopentyl-1-oxoisoindolin-5-yl)oxy)methyl)-[1,1'-biphenyl]-3-carboxylate